ClC=1C=C(C=C(C1)Cl)C1(CC(=NO1)C1=CC(=C(C(=O)NC2=C(C3=C(S2)CCCC3)C(=O)NCCC)C=C1)C)C(F)(F)F 2-(4-(5-(3,5-dichlorophenyl)-5-(trifluoromethyl)-4,5-dihydroisoxazol-3-yl)-2-methylbenzamido)-N-propyl-4,5,6,7-tetrahydrobenzo[b]thiophene-3-carboxamide